FC1=CC=C(C=C1)N1C(C(=NC=C1)C(=O)OC)=O methyl 4-(4-fluorophenyl)-3-oxo-3,4-dihydropyrazine-2-carboxylate